tert-Butyl 3-(5-(1-hydroxyethyl)-7-(thiazol-2-yl)-4-(trifluoromethyl)benzo[d]oxazol-2-yl)-3,8-diazabicyclo[3.2.1]octane-8-carboxylate OC(C)C=1C=C(C2=C(N=C(O2)N2CC3CCC(C2)N3C(=O)OC(C)(C)C)C1C(F)(F)F)C=1SC=CN1